NCCC1=CC=C(C=C1)C1=C(C=C(C=C1)C#N)CN1C=NC(=C1)C(=O)NC(C)C 1-[[2-[4-(2-aminoethyl)phenyl]-5-cyanophenyl]methyl]-N-propan-2-ylimidazole-4-carboxamide